4-(Azidomethyl)-1-(3-chloro-4-(isopentyloxy)benzyl)piperidine N(=[N+]=[N-])CC1CCN(CC1)CC1=CC(=C(C=C1)OCCC(C)C)Cl